C(C)OC(C(=O)C1CN(CCC1=O)C(=O)OC(C)(C)C)=O tert-butyl 3-(2-ethoxy-2-oxoacetyl)-4-oxopiperidine-1-carboxylate